2-amino-4-((R)-5-chloro-3-(((R)-2-(difluoromethylidene)tetrahydro-1H-pyrrolizin-7a(5H)-yl)methoxy)-7,9-dihydrofuro[3,4-f]quinazolin-6-yl)-7-fluorobenzo[b]thiophene-3-carbonitrile NC1=C(C2=C(S1)C(=CC=C2C=2C1=C(C=3C=NC(=NC3C2Cl)OC[C@@]23CCCN3CC(C2)=C(F)F)COC1)F)C#N